C(C=C)(=O)N1CCC2(CC1)CC=C(CC2)C2=C(C1=C(N=CN=C1N)N2C(F)F)C=2C=CC(=NC2)C#N 5-(6-(3-propenoyl-3-azaspiro[5.5]undec-8-en-9-yl)-4-amino-7-(difluoromethyl)-7H-pyrrolo[2,3-d]pyrimidin-5-yl)pyridinecarbonitrile